C(C)OC1=C(C=C(C=C1)[N+](=O)[O-])OCC 1,2-diethoxy-4-nitrobenzene